P(O)(O)(=S)O[C@H]1[C@H]([C@@](O[C@@H]1CO)(N1C(=O)N=C(N)C=C1)C)O methylcytidine-3'-phosphorothioate